methyl 2-oxo-4-[4-(trifluoromethyl) phenyl]-3-pyrrolidinecarboxylate O=C1NCC(C1C(=O)OC)C1=CC=C(C=C1)C(F)(F)F